HEXENAL CCCC=CC=O